1,1,1,2,3-Pentadeuterio-3-(2,3,4,5,6-pentadeuteriophenyl)propan-2-amine [2H]C(C(C(C1=C(C(=C(C(=C1[2H])[2H])[2H])[2H])[2H])[2H])(N)[2H])([2H])[2H]